3-(tert-butyl)-2'-((3-(tert-butyl)-2-hydroxy-5-methylphenyl)(2-methoxyethyl)amino)-5-methyl-[1,1'-biphenyl]-2-ol C(C)(C)(C)C1=C(C(=CC(=C1)C)C1=C(C=CC=C1)N(CCOC)C1=C(C(=CC(=C1)C)C(C)(C)C)O)O